5-cyclopropyl-N-phenyl-1,3,4-thiadiazol-2-amine C1(CC1)C1=NN=C(S1)NC1=CC=CC=C1